ClC=1N=C(C2=C(N1)NC=C2)C#N 2-chloro-7H-pyrrolo[2,3-d]pyrimidine-4-carbonitrile